N-{3-[2-(3,4-dichlorophenoxy)acetamido]bicyclo[1.1.1]pentan-1-yl}quinoxaline-2-carboxamide ClC=1C=C(OCC(=O)NC23CC(C2)(C3)NC(=O)C3=NC2=CC=CC=C2N=C3)C=CC1Cl